ClC=1C=C2C=NN(C2=CC1)CC=1C=NC(=NC1)C1=CC=CC=C1 5-chloro-1-((2-phenylpyrimidin-5-yl)methyl)-1H-indazole